(3R,4R)-4-(3,4-dimethoxybenzyl)-3-(3-methoxy-4-(((2S,3R,4S,5R)-3,4,5-trimethoxytetrahydro-2H-pyran-2-yl)oxy)benzyl)dihydrofuran-2(3H)-one COC=1C=C(C[C@@H]2[C@H](C(OC2)=O)CC2=CC(=C(C=C2)O[C@@H]2OC[C@H]([C@@H]([C@H]2OC)OC)OC)OC)C=CC1OC